ClC1=C(C(=O)O)C=CC=C1.COC(=O)C1=NOC=N1 1,2,4-oxadiazole-3-carboxylic acid methyl ester 2-chlorobenzoate salt